(6R)-2-(5-fluoro-3-pyridyl)-N-[2-(1H-indol-3-yl)ethyl]-6-methyl-7,8-dihydro-6H-pyrimido[5,4-b][1,4]oxazin-4-amine FC=1C=C(C=NC1)C=1N=C(C=2O[C@@H](CNC2N1)C)NCCC1=CNC2=CC=CC=C12